2-CHLOROCYCLOHEX-1-ENECARBALDEHYDE ClC1=C(CCCC1)C=O